FC1=C(C=CC(=C1)F)C(=O)N1CC2=C(CC1)C=C(S2)C2=NOC(=N2)C(F)(F)F (2,4-difluorophenyl)(2-(5-(trifluoromethyl)-1,2,4-oxadiazol-3-yl)-4,7-dihydrothieno[2,3-c]pyridin-6(5H)-yl)methanone